CC1=NC(=CC(=N1)NC=1C(N(C=C(C1)B1OC(C(O1)(C)C)(C)C)C)=O)C 3-(2,6-Dimethylpyrimidin-4-ylamino)-1-methyl-5-(4,4,5,5-tetramethyl-1,3,2-dioxaborolan-2-yl)pyridin-2(1H)-one